FC(C)(F)C=1C=C(C=CC1)C1=CN=CC(=N1)CN1C(O[C@@H](C1)C)=O (5R)-3-[[6-[3-(1,1-Difluoroethyl)phenyl]pyrazin-2-yl]methyl]-5-methyl-oxazolidin-2-one